Selenocystein N[C@@H](C[SeH])C(=O)O